NC=1C=CC2=C(OCC(N2C(C)C2=C(C#N)C=CC(=C2)Cl)=O)C1 2-(1-(7-amino-3-oxo-2,3-dihydro-4H-benzo[b][1,4]oxazin-4-yl)ethyl)-4-chlorobenzonitrile